4-(((2S,4R)-2-(3-amino-4-(methoxycarbonyl)phenyl)-4-ethoxypiperidin-1-yl)methyl)-5-methoxy-7-methyl-1H-indole-1-carboxylate NC=1C=C(C=CC1C(=O)OC)[C@H]1N(CC[C@H](C1)OCC)CC1=C2C=CN(C2=C(C=C1OC)C)C(=O)[O-]